benzyl 4-(4-(1-(2-amino-4-(trifluoromethoxy)benzoyl)piperidin-4-yl)quinazolin-7-yl)piperazine-1-carboxylate NC1=C(C(=O)N2CCC(CC2)C2=NC=NC3=CC(=CC=C23)N2CCN(CC2)C(=O)OCC2=CC=CC=C2)C=CC(=C1)OC(F)(F)F